NC1=NC=CC(=C1)C=1C=C2C=CN(C(C2=CC1)=O)CC=1C=C(C(=O)NC2=NN(C=C2)C)C=CC1 3-((6-(2-Aminopyridin-4-yl)-1-oxoisoquinolin-2(1H)-yl)methyl)-N-(1-methyl-1H-pyrazol-3-yl)benzamide